O[C@H]1C[C@@H]2C3=CC(=CC=C3C(N[C@H]2[C@@H]([C@@H]1O)O)=O)OC (2S,3R,4S,4aR,10bR)-2,3,4-Trihydroxy-9-methoxy-1,3,4,4a,5,10b-hexahydrophenanthridin-6(2H)-one